COCCC1=C(N(OC(C)=O)OC(C)=O)C=C(C=C1)NC(C)=O 2-Methoxy-5-acetamido-N,N-diacetoxyethylaniline